2-(6-chloro-1H-pyrrolo[2,3-b]pyridin-1-yl)-3-methylbutanoic acid ClC1=CC=C2C(=N1)N(C=C2)C(C(=O)O)C(C)C